7-((3-bromo-2-chlorobenzyl)oxy)chroman-4-one BrC=1C(=C(COC2=CC=C3C(CCOC3=C2)=O)C=CC1)Cl